CC1=C(OC=2CCC3=CN(N=C3C21)C[C@H]2OCC2)C(=O)NC[C@H]2OCCC2 8-methyl-2-[(2S)-oxetan-2-ylmethyl]-N-[(2S)-tetrahydro-furan-2-ylmethyl]-4,5-dihydro-2H-furo[2,3-g]indazole-7-carboxamide